O1CC(C1)N1C=C(C=C1)C(=O)O 1-(oxetan-3-yl)pyrrole-3-carboxylic acid